5-(2-((1-((4-(4-chlorophenyl)piperazin-1-yl)methyl)cyclopropyl)amino)-2-oxoacetyl)-N-(4-fluoro-3-methylphenyl)-1,2,4-trimethyl-1H-pyrrole-3-carboxamide ClC1=CC=C(C=C1)N1CCN(CC1)CC1(CC1)NC(C(=O)C1=C(C(=C(N1C)C)C(=O)NC1=CC(=C(C=C1)F)C)C)=O